1,1-bis(p-fluorophenyl)ethylene FC1=CC=C(C=C1)C(=C)C1=CC=C(C=C1)F